O[C@H]1[C@@H]([C@H](C(C1)=O)CCCCC=CC(=O)O)\C=C\[C@H](C[C@H](CCCC)C)O 7-((1r,2r,3r)-3-hydroxy-2-((3s,5s,E)-3-hydroxy-5-methylnon-1-en-1-yl)-5-oxocyclopentyl)hept-2-enoic acid